Cl.Cl.N[C@@H](CNC(=O)C=1NC2=CC(=CC=C2C1)C1=CC=C(C=C1)O)CCCN (R)-N-(2,5-diaminopentyl)-6-(4-hydroxyphenyl)-1H-indole-2-carboxamide dihydrochloride